C(C)N(CCC1=CNC=2C=CC=C(C12)O)CC(C)C 3-(2-(ethyl-(isobutyl)amino)ethyl)-1H-indol-4-ol